C(C)(C)N1N=C2C(=NN(C(C2=C1)=O)C1(CC1)C(=O)NC1=NC=C(C=N1)F)C(C)C (2,7-diisopropyl-4-oxo-2,4-dihydro-5H-pyrazolo[3,4-d]pyridazin-5-yl)-N-(5-fluoropyrimidin-2-yl)cyclopropane-1-carboxamide